NC=1C(C2=C(C=C(C(=C2C(C1)=O)O)O)O)=O 2-amino-5,6,8-trihydroxy-1,4-naphthoquinone